C(C)N(C1=C2C=CC=C(C2=CC=C1)S(=O)(=O)Cl)CC 5-(diethylamino)naphthalene-1-sulfonyl chloride